4-(4-chloro-6-methyl-2-pyrimidinyl)morpholine ClC1=NC(=NC(=C1)C)N1CCOCC1